COC1=NC=CC(=C1)NC(CNC)=O N-(2-methoxypyridin-4-yl)-2-(methylamino)acetamide